C1(CC1)C=1N=NN(C1)[C@H](C(=O)N1[C@@H](C[C@H](C1)O)C(=O)NCCN1CCC=CC1)C(C)(C)C (2S,4r)-1-[(2S)-2-(4-cyclopropyl-triazol-1-yl)-3,3-dimethyl-butyryl]-N-[2-(3,6-dihydro-2H-pyridin-1-yl)ethyl]-4-hydroxy-pyrrolidine-2-carboxamide